NC[C@@H](F)C=1C=CC(=NC1)C1=C(C=C(C#N)C=C1)OC=1N(N=C(C1)C1CCOCC1)C 4-[5-[(1S)-2-amino-1-fluoroethyl]pyridin-2-yl]-3-[2-methyl-5-(oxan-4-yl)pyrazol-3-yl]oxybenzonitrile